ClC1=C2CN(C(C2=CC(=C1)CNC1(CCC1)C)=O)C1=CC(=CC=C1)C1(CC(C1)Cl)C1=NN=CN1C 4-chloro-2-(3-((1s,3s)-3-chloro-1-(4-methyl-4H-1,2,4-triazol-3-yl)cyclobutyl)phenyl)-6-(((1-methylcyclobutyl)amino)methyl)isoindolin-1-one